C(C)(C)(C)OC(=O)N1[C@H]2CN([C@@H](C1)C2)C2=C(C=C(C(=C2)F)CCN)F.N(=C=S)C=2C=C(C=CC2)OC2=CC(=CC=C2)OC2=CC(=CC=C2)N=C=S 1,3-bis(3-isothiocyanatophenyloxy)benzene tert-Butyl-(1R,4R)-5-(4-(2-aminoethyl)-2,5-difluorophenyl)-2,5-diazabicyclo[2.2.1]heptane-2-carboxylate